C(CCCCC)C(N(CCCCCC)CCCCCC)CNCCN trihexyl-diethylenetriamine